tert-butyl (5-nitropyridin-3-yl)carbamate [N+](=O)([O-])C=1C=C(C=NC1)NC(OC(C)(C)C)=O